(E)-7-(3-(2-methylenenaphthyl)-2,5-diketopyrrolidinyl)-N-hydroxyheptylamide C=C1C(C2=CC=CC=C2C=C1)C1C(N(C(C1)=O)C(CCCCCC[NH-])O)=O